COC1=C(CNC2=NC=3C=C(C(=CC3C=3N2N=C(N3)CCS(=O)(=O)C3=CC=CC=C3)F)OC)C=CC(=C1)OC N-(2,4-dimethoxybenzyl)-9-fluoro-8-methoxy-2-(2-(phenylsulfonyl)ethyl)-[1,2,4]triazolo[1,5-c]quinazolin-5-amine